2-{[(αR)-6-[4-(3-methylbutyl)-2,5-dioxoimidazolidin-1-yl]spiro[3.3]heptan-2-yl]oxy}pyridine-3-carboxamide CC(CCC1NC(N(C1=O)C1CC2(CC(C2)OC2=NC=CC=C2C(=O)N)C1)=O)C